NC1=NC=C(C2=C1C(=NN2C)C2=CC(=C(C=C2)NS(=O)(=O)CC)F)I N-(4-{4-amino-7-iodo-1-methyl-1H-pyrazolo[4,3-c]pyridin-3-yl}-2-fluorophenyl)ethane-1-sulfonamide